N-Methyl-Azacyclobutyltryptamine CN(CCC1=CNC2=CC=CC=C12)N1CCC1